C(C)S(=O)(=O)N1[C@H]2CC(C[C@@H]1CCC2)N(C2=NC(=CC(=N2)NC2=NNC(=C2)C)OCC2COC2)C N2-((1R,3s,5S)-9-(ethylsulfonyl)-9-azabicyclo[3.3.1]nonan-3-yl)-N2-methyl-N4-(5-methyl-1H-pyrazol-3-yl)-6-(oxetan-3-ylmethoxy)pyrimidine-2,4-diamine